C(C)(C)(C)N(C([O-])=O)CCCNC(=O)C=1C=C2C(=NNC2=CC1)C1=NC2=C(N1C(C)C)C=C(C=C2)F.FS(=O)(=O)C=2NC=C[NH+]2 fluorosulfuryl-imidazolium tert-butyl-(3-(3-(6-fluoro-1-isopropyl-1H-benzo[d]imidazol-2-yl)-1H-indazole-5-carboxamido)propyl)carbamate